CC=1C=CC(=NC1)C(C)NC(=O)C=1C=2C[C@@H]3[C@H](C2N(N1)C1=C(C=C(C=C1)F)F)C3 (1aR,5aR)-2-(2,4-Difluoro-phenyl)-1a,2,5,5a-tetrahydro-1H-2,3-diaza-cyclopropa[a]pentalene-4-carboxylic acid [1-(5-methyl-pyridin-2-yl)-ethyl]-amide